C(C)OC(=O)[C@](C(=O)O)(CCCC)C (S)-2-(ethoxycarbonyl)-2-methyl-hexanoic acid